FC1=C(C=C(C=C1F)C1=CN=C(S1)C1=C2N=CC(=NC2=CC(=C1)C)OC)O 2,3-difluoro-5-(2-(2-methoxy-7-methylquinoxalin-5-yl)thiazol-5-yl)phenol